5-benzyl-1,3,4,5-tetrahydro-2H-benzo[b][1,4]diazepin-2-one C(C1=CC=CC=C1)N1C2=C(NC(CC1)=O)C=CC=C2